diazanyl-spermine N(N)NCCCNCCCCNCCCN